CC1(OB(OC1(C)C)C=1CN(CC1)C(C)=O)C 1-(3-(4,4,5,5-tetramethyl-1,3,2-dioxaborolan-2-yl)-2,5-dihydro-1H-pyrrol-1-yl)ethan-1-one